5-(1-(2,2-difluoroethyl)-2-methyl-1H-imidazo[4,5-b]pyridin-6-yl)-N-(cis-4-(2-methoxyethoxy)cyclohexyl)pyrrolo[2,1-f][1,2,4]triazin-2-amine FC(CN1C(=NC2=NC=C(C=C21)C=2C=CN1N=C(N=CC12)N[C@@H]1CC[C@@H](CC1)OCCOC)C)F